1-(4-(1H-pyrazol-1-yl)phenyl)ethan-1-amine N1(N=CC=C1)C1=CC=C(C=C1)C(C)N